2-pyridyl-2H-1,2-benzothiazine-3-carboxamide 1,1-dioxide N1=C(C=CC=C1)N1S(C2=C(C=C1C(=O)N)C=CC=C2)(=O)=O